C(C(C)(C)C)(=O)OCOC1=C(C(=CC(=C1)CCC)O)C\C=C(\CCC=C(C)C)/C (E)-(2-(3,7-dimethylocta-2,6-dien-1-yl)-3-hydroxy-5-propylphenoxy)methyl pivalate